2-isopropyl-6-(2-methoxy-4-pyridyl)aniline C(C)(C)C1=C(N)C(=CC=C1)C1=CC(=NC=C1)OC